N-(3-(2-azido-5-(trifluoromethyl)phenyl)-1-phenylprop-2-yn-1-yl)methanesulfonamide N(=[N+]=[N-])C1=C(C=C(C=C1)C(F)(F)F)C#CC(C1=CC=CC=C1)NS(=O)(=O)C